1H-benzotriazol-1-yloxotris(dimethylamino)phosphonium N1(N=NC2=C1C=CC=C2)[P+](N(C)C=O)(N(C)C)N(C)C